C(C)(C)(C)OC(N[C@H](C(=O)N[C@H](C(=O)N1C[C@]2(C[C@H]1C#N)C(NC1=CC=CC=C12)=O)CC1CC1)C1CCC1)=O tert-butyl((S)-2-(((S)-1-((3R,5'S)-5'-cyano-2-oxospiro[indoline-3,3'-Pyrrolidine]-1'-yl)-3-cyclopropyl-1-oxopropan-2-yl)amino)-1-cyclobutyl-2-oxoethyl)carbamate